tert-butyl O4-(1,3-dioxoisoindolin-2-yl) 4-fluoropiperidine-1,4-dicarboxylate FC1(CCN(CC1)C(=O)OC(C)(C)C)C(=O)ON1C(C2=CC=CC=C2C1=O)=O